3-(morpholin-4-yl)propan-2-ol N1(CCOCC1)CC(C)O